4-(oxiran-2-ylmethyl)-2,3-dihydro-1,4-benzoxazepin-5-one O1C(C1)CN1CCOC2=C(C1=O)C=CC=C2